ClC=1C(=CC(=C(C=O)C1)O)F 5-chloro-4-fluoro-2-hydroxybenzaldehyde